2-((1-(4-(2-(2-Aminopyridin-3-yl)-5-cyclopropyl-3H-imidazo[4,5-b]pyridin-3-yl)benzyl)piperidin-4-yl)amino)pyrimidine-4-carbonitrile NC1=NC=CC=C1C1=NC=2C(=NC(=CC2)C2CC2)N1C1=CC=C(CN2CCC(CC2)NC2=NC=CC(=N2)C#N)C=C1